2-chloro-1-fluoro-4-isothiocyanato-3-methoxybenzene ClC1=C(C=CC(=C1OC)N=C=S)F